C(C)(=O)OC=P(C1=CC=CC=C1)(C1=CC=CC=C1)C1=CC=CC=C1 (triphenyl-λ5-phosphanylidene)methyl acetate